2-(2,3-difluoro-4-methoxyphenoxy)-9-(tetrahydro-2H-pyran-2-yl)-N-(tetrahydro-2H-pyran-4-yl)-9H-purin-6-amine FC1=C(OC2=NC(=C3N=CN(C3=N2)C2OCCCC2)NC2CCOCC2)C=CC(=C1F)OC